(R)-N-((S)-1-([1,1'-biphenyl]-4-yl)ethyl)-2-methylpropane-2-sulfinamide C1(=CC=C(C=C1)[C@H](C)N[S@](=O)C(C)(C)C)C1=CC=CC=C1